4-azidobutane-1-oic acid N(=[N+]=[N-])CCCC(=O)O